7-(1-(3-chloropyridin-2-yl)-3-(2,2,2-trifluoroethoxy)-1H-pyrazol-5-yl)-5-methyl-9H-pyrazolo[1',5':1,6]pyrido[3,2-d][1,3]oxazin-9-one ClC=1C(=NC=CC1)N1N=C(C=C1C=1OC(C2=C(N1)C(=CC=1N2N=CC1)C)=O)OCC(F)(F)F